Tert-Butyl 2,8-bis(benzyloxy)-1,7-dioxo-2,8,10-triazadispiro[3.1.36.24]undecane-10-carboxylate C(C1=CC=CC=C1)ON1C(C2(C1)CC1(C(N(C1)OCC1=CC=CC=C1)=O)N(C2)C(=O)OC(C)(C)C)=O